3-pentadecyl valerate C(CCCC)(=O)OC(CC)CCCCCCCCCCCC